2-Bromo-3-(3-fluorophenyl)-5H-imidazo[1,2-c]pyrido[3,4-e][1,3]oxazine BrC=1N=C2N(COC3=C2C=NC=C3)C1C1=CC(=CC=C1)F